4-{2-[1-(4-amino-phenyl)-1H-benzoimidazol-5-yloxy]-ethyl}-piperazine-1-carboxylic acid tert-butyl ester C(C)(C)(C)OC(=O)N1CCN(CC1)CCOC1=CC2=C(N(C=N2)C2=CC=C(C=C2)N)C=C1